C(C1=CC=CC=C1)OC[C@@H](CO)N(C(OC(C)(C)C)=O)CC(O)C1=CC(=NC(=C1)Cl)Br tert-butyl ((R)-1-(benzyloxy)-3-hydroxypropan-2-yl)(2-(2-bromo-6-chloro-pyridin-4-yl)-2-hydroxyethyl)carbamate